bis-[4-(m-xylenesulfonyloxy)phenyl]urea C1(CC(=CC=C1)C)(C)S(=O)(=O)OC1=CC=C(C=C1)NC(NC1=CC=C(C=C1)OS(=O)(=O)C1(CC(=CC=C1)C)C)=O